FC(C)(F)C=1SC(=CN1)[Sn](CCCC)(CCCC)CCCC 2-(1,1-difluoroethyl)-5-(tributylstannyl)thiazole